ClC=1C=C(C=C(C1)C)B(O)O 3-CHLORO-5-METHYLPHENYLBORONIC ACID